CN1C(=NC2=C(C=C(C=C2C1=O)C)C(C)NC1=C(C(=O)O)C=CC=C1)N1CCCCC1 2-[1-[3,6-dimethyl-4-oxo-2-(1-piperidyl)quinazolin-8-yl]ethylamino]benzoic acid